FC(C1=CC=CC(=C1)C(F)(F)F)(F)F 2,4-bistrifluoromethylbenzene